C(C)OC(C(C)F)=O.NC1=NN(C2=NC=3CC(CCC3C=C21)(C)C)C(=O)C2=C(C=CC=C2)OC (3-amino-7,7-dimethyl-5,6,7,8-tetrahydro-1H-pyrazolo[3,4-b]quinolin-1-yl)(2-methoxyphenyl)methanone Ethyl-2-fluoropropionat